C12C(NC(CC1)C2)C#N 3-azabicyclo[2.2.1]heptane-2-carbonitrile